9-hydroxy-N-((2S)-1-(((2S)-3-hydroxy-4-(methylamino)-4-oxo-1-((S)-2-oxopyrrolidin-3-yl)butan-2-yl)amino)-4-methyl-1-oxopentan-2-yl)-9H-fluorene-9-carboxamide OC1(C2=CC=CC=C2C=2C=CC=CC12)C(=O)N[C@H](C(=O)N[C@@H](C[C@H]1C(NCC1)=O)C(C(=O)NC)O)CC(C)C